N(=N[Ni])[Ni] Azonickel